C(C1=CC=CC=C1)OCCC1C(N(CCC1C1=CC=CC=C1)C(=O)N)(C)C (2-benzyloxyethyl)-2,2-dimethyl-4-phenylpiperidine-1-carboxamide